5-({2-methoxy-3-[3-(pyrrolidin-1-yl)propoxy]acridin-9-yl}amino)piperidin COC1=CC2=C(C3=CC=CC=C3N=C2C=C1OCCCN1CCCC1)NC1CCCNC1